C1(CCCCC1)N1C(OCC1)=O N-cyclohexyl-2-oxazolidinone